azapyrazino-phenanthroline N1=NC=CC2=CC=C3C=C4C(=NC3=C12)N=CC=N4